BrC1=CC(=C(NC1=O)C(=O)N)C C5-bromo-3-methyl-6-oxo-1,6-dihydropyridine-2-carboxamide